methyl (R)-3-amino-1-(2-((6-amino-9H-purin-9-yl)methyl)-5-chloro-3-cyclobutylphenyl)pyrrolidine-3-carboxylate N[C@]1(CN(CC1)C1=C(C(=CC(=C1)Cl)C1CCC1)CN1C2=NC=NC(=C2N=C1)N)C(=O)OC